2-(3-methylthiophene-2-yl)-1-(pyridin-3-ylmethyl)benzimidazole CC1=C(SC=C1)C1=NC2=C(N1CC=1C=NC=CC1)C=CC=C2